2,3-Dimethylindole CC=1NC2=CC=CC=C2C1C